Trimethylolpropan-tri(3-mercapto propionat) SCCC(=O)O.SCCC(=O)O.SCCC(=O)O.C(O)C(CC)(CO)CO